icos-11-en-1-ol C(CCCCCCCCCC=CCCCCCCCC)O